OC1(CC=CC(=C1)O)CC(=O)O 1,5-dihydroxyphenylacetic acid